5-(4-((tert-butyldimethylsilyl)oxy)piperidin-1-yl)pyridin-2-amine [Si](C)(C)(C(C)(C)C)OC1CCN(CC1)C=1C=CC(=NC1)N